10-(3,5-dimethylphenyl)anthracene-9-carbonitrile CC=1C=C(C=C(C1)C)C1=C2C=CC=CC2=C(C2=CC=CC=C12)C#N